C(CCC)C(COC(CCCCCCCCC=O)=O)CCCCCC 9-formylnonanoic acid-2-butyloctyl ester